1-(tert-butyl) 3-methyl 3-((4-cyanophenoxy)methyl)azetidine-1,3-dicarboxylate C(#N)C1=CC=C(OCC2(CN(C2)C(=O)OC(C)(C)C)C(=O)OC)C=C1